E-succinic anhydride C1(CCC(=O)O1)=O